ClC=1C=C(C=C(C1OC)OC)NC1=NC=C(C(=N1)NN1C(OC2=C1C=CC=C2)=O)C (2-(3-chloro-4,5-dimethoxyphenylamino)-5-methylpyrimidin-4-ylamino)benzo[d]oxazol-2(3H)-one